C[C@H]1N(CCN(C1=O)C)CCCOC1=CC=C(C=C1)C1=NC2=CC=C(C=C2C=C1)C=1C2=C(C(N(C1)C)=O)NC=C2 (R)-4-{2-[4-(3-(2,4-dimethyl-3-oxopiperazin-1-yl)propoxy)phenyl]quinolin-6-yl}-6-methyl-1H-pyrrolo[2,3-c]pyridin-7(6H)-one